O[C@H](/C=C/C1=C(N=NN1C)[C@H](C\C=C/CCC(=O)O)O)[C@H](C\C=C/CC)O (S,Z)-7-(5-((1E,3R,4S,6Z)-3,4-dihydroxynona-1,6-dien-1-yl)-1-methyl-1H-1,2,3-triazol-4-yl)-7-hydroxyhept-4-enoic acid